2-(4,6-dimethylpyrazolo[1,5-a]pyrazin-2-yl)-7-[(2S,6S)-2,6-dimethyl-1,2,3,6-tetrahydropyridin-4-yl]-4H-pyrido[1,2-a]pyrimidin-4-one CC=1C=2N(C=C(N1)C)N=C(C2)C=2N=C1N(C(C2)=O)C=C(C=C1)C=1C[C@@H](N[C@H](C1)C)C